N[C@@H]1CN(CC[C@H]1F)C1=NC2=C(N1CC(=O)N(C1CCOCC1)CCC#N)C=C(C(=C2)F)F 2-(2-((3R,4R)-3-Amino-4-fluoropiperidin-1-yl)-5,6-difluoro-1H-benzo[d]imidazol-1-yl)-N-(2-cyanoethyl)-N-(tetrahydro-2H-pyran-4-yl)acetamid